(R)-3-(((S)-tert-butylsulfinyl)amino)-3H-spiro[furo[2,3-b]pyridine-2,4'-piperidine]-1'-carboxylic acid tert-butyl ester C(C)(C)(C)OC(=O)N1CCC2(CC1)[C@@H](C=1C(=NC=CC1)O2)N[S@@](=O)C(C)(C)C